1-((3S,5R)-1-acryloyl-5-(methoxymethyl)pyrrolidin-3-yl)-3-(benzo[d]isoxazol-6-ylethynyl)-5-(methylamino)-1H-pyrazole-4-carboxamide C(C=C)(=O)N1C[C@H](C[C@@H]1COC)N1N=C(C(=C1NC)C(=O)N)C#CC1=CC2=C(C=NO2)C=C1